methyl ((S)-1-(((S)-2-(4-nitrophenyl)-1-(2-(thiophen-2-yl)thiazol-4-yl)ethyl)amino)-1-oxo-3-phenylpropan-2-yl)carbamate [N+](=O)([O-])C1=CC=C(C=C1)C[C@@H](C=1N=C(SC1)C=1SC=CC1)NC([C@H](CC1=CC=CC=C1)NC(OC)=O)=O